1-cyclopentyl-4-((6-(3,3-difluoropyrrolidin-1-yl)pyridin-3-yl)methyl)piperazine-2,3-dione C1(CCCC1)N1C(C(N(CC1)CC=1C=NC(=CC1)N1CC(CC1)(F)F)=O)=O